C[C@H]1[C@@H](CN(C1)CC1=NC=CC=N1)C=1NC(C=2N(C1)C(=NC2)C2CCOCC2)=O (3S,4S)-6-(4-methyl-1-pyrimidin-2-ylmethyl-pyrrolidin-3-yl)-3-(tetrahydropyran-4-yl)-7H-imidazo[1,5-a]pyrazin-8-one